2-iso-propyl-4,5-dihydro-1,3-oxazole C(C)(C)C=1OCCN1